N=S(=O)(CC1CN(CC1)C1=NC(=NC=C1)C1=CN=C2N1C=C(N=C2)C(F)(F)F)C imino(methyl)((1-(2-(6-(trifluoromethyl)imidazo[1,2-a]pyrazin-3-yl)pyrimidin-4-yl)pyrrolidin-3-yl)methyl)-λ6-sulfanone